FC1=C(C(=CC(=C1)NC1CN(C1)CCCF)F)[C@H]1N([C@@H](CC2=C3C(=CC=C12)NN=C3)C)CC(CO)(C)F 3-((6s,8r)-6-(2,6-difluoro-4-(1-(3-fluoropropyl)azetidin-3-ylamino)phenyl)-8-methyl-8,9-dihydro-3H-pyrazolo[4,3-f]isoquinolin-7(6H)-yl)-2-fluoro-2-methylpropan-1-ol